CS(=O)(=O)OCC1=CC(=NC=C1)C(NC1=CC=C(C=C1)C1=CC2=C(N=CN=C2N2CCOCC2)N1COCC[Si](C)(C)C)=O (2-((4-(4-morpholino-7-((2-(trimethylsilyl)ethoxy)methyl)-7H-pyrrolo[2,3-d]pyrimidin-6-yl)phenyl)carbamoyl)pyridin-4-yl)methyl methanesulfonate